FC=1C=C(C=C(C1C#CN=C=S)F)C1=CC=C(C=C1)C1CCC(CC1)CCCCC 3,5-difluoro-4-(2-isothiocyanatoethynyl)-4'-(4-pentylcyclohexyl)-1,1'-biphenyl